NC1=C(N=C2N1C=CC=C2[Sn](C)(C)C)C(=O)NCCC 3-amino-N-propyl-8-(trimethylstannyl)imidazo[1,2-a]pyridine-2-carboxamide